C(C)(C)(C)OC(=O)N[C@H](C(=O)OC)C[C@H]1C(NCC1)=O methyl (2S)-2-[(tert-butoxycarbonyl)amino]-3-[(3S)-2-oxopyrrolidin-3-yl]propanoate